OC1(CCN(CC1)C(=O)C1=CN=C(O1)C)CN1C=NC2=C(C1=O)C=NN2C2=CC=C(C=C2)N2N=CC(=C2)C 5-{[4-Hydroxy-1-(2-methyl-1,3-oxazole-5-carbonyl)piperidin-4-yl]methyl}-1-[4-(4-methyl-1H-pyrazol-1-yl)phenyl]-1H,4H,5H-pyrazolo[3,4-d]pyrimidin-4-one